F.SC1=C2NC=NC2=NC=N1 6-mercaptopurine hydrofluoric acid salt